difluoro-2-(1-methyl-6-oxo-1,6-dihydropyridazin-4-yl)acetamide FC(C(=O)N)(C=1C=NN(C(C1)=O)C)F